C(C)(=O)N1CC2(CN(C2)CC2=C(C(=NC=C2)C=2C=C3CN(C(C3=CC2)=O)C2C(NC(CC2)=O)=O)F)C1 3-(5-(4-((6-acetyl-2,6-diazaspiro[3.3]heptan-2-yl)methyl)-3-fluoropyridin-2-yl)-1-oxoisoindolin-2-yl)piperidine-2,6-dione